gold-copper-lead-zinc [Zn].[Pb].[Cu].[Au]